5-chloro-2-[(6-chloro-3-tetrahydrofurane-3-yl-4-quinolinyl)amino]benzoic acid ClC=1C=CC(=C(C(=O)O)C1)NC1=C(C=NC2=CC=C(C=C12)Cl)C1COCC1